2-(4-Bromophenyl)-N-(5-(tert-butyl)isoxazol-3-yl)-2,2-difluoroacetamide BrC1=CC=C(C=C1)C(C(=O)NC1=NOC(=C1)C(C)(C)C)(F)F